monophosphate-guanosine [C@@H]1([C@H](O)[C@H](O)[C@@H](CO)O1)N1C=NC=2C(=O)NC(N)=NC12.P(=O)(O)(O)O